FC=1C=C2C(=NC(=NC2=C(C1C1=CC=CC2=CC=CC(=C12)C#C[Si](C(C)C)(C(C)C)C(C)C)F)OC[C@]12CCCN2C[C@@H](C1)F)N1C[C@](CCC1)(O)C (3S)-1-(6,8-difluoro-2-(((2R,7aS)-2-fluorotetrahydro-1H-pyrrolizin-7a(5H)-yl)methoxy)-7-(8-((triisopropylsilyl)ethynyl)naphthalen-1-yl)quinazolin-4-yl)-3-methylpiperidin-3-ol